(1S,4s)-4-(8-(2,4-dichloro-6-fluorophenylamino)-2-((R)-3,3-dimethyltetrahydro-2H-pyran-4-ylamino)-9H-purin-9-yl)cyclohexanecarboxamide ClC1=C(C(=CC(=C1)Cl)F)NC=1N(C2=NC(=NC=C2N1)N[C@@H]1C(COCC1)(C)C)C1CCC(CC1)C(=O)N